COC1=C(C=CC=C1)[Se]C1=C(CCNC(C2=NC=CC=C2)=O)C(=CC=C1)C N-(2-((2-methoxyphenyl)selanyl)-6-methylphenethyl)picolinamide